6-[(2S)-2-allylpyrrolidin-1-yl]-3-nitro-5-(trifluoromethyl)pyridine-2-carboxylic acid C(C=C)[C@H]1N(CCC1)C1=C(C=C(C(=N1)C(=O)O)[N+](=O)[O-])C(F)(F)F